S1C(=NN=C1)NC(/C=C/C(=O)OCC)=O (E)-ethyl 4-((1,3,4-thiadiazol-2-yl)amino)-4-oxobut-2-enoate